O[C@]1(CN2[C@H](CO1)CN(CC2)C(=O)C2=C(C(=CC=C2)OC)Cl)C2=NC1=C(N2C)C=CC=C1 [(3S,9aS)-3-Hydroxy-3-(1-methylbenzimidazol-2-yl)-1,4,6,7,9,9a-hexahydropyrazino[2,1-c][1,4]oxazin-8-yl]-(2-chloro-3-methoxyphenyl)methanon